6-methyl-5-(prop-1-en-2-yl)pyridin-2-amine CC1=C(C=CC(=N1)N)C(=C)C